C1N(CCC2=CC=CC=C12)C[C@H](CN1C(C2=CC=C(C=C2CC1)N1CCC(CC1)CN(C)C)=O)O 2-[(2R)-3-(3,4-Dihydro-1H-isochinolin-2-yl)-2-hydroxy-propyl]-6-[4-[(dimethylamino)methyl]-1-piperidyl]-3,4-dihydroisochinolin-1-on